ClC1=NC(=C2C(=N1)N(N=C2)[C@@H]2O[C@@H]([C@@H]1[C@H]2OC(O1)(C)C)COC=1C=C(CP(OCC)(OCC)=O)C=CC1)N1CC2(C1)CCCCC2 diethyl (3-(((3aR,4R,6R,6aR)-6-(6-chloro-4-(2-azaspiro[3.5]nonan-2-yl)-1H-pyrazolo[3,4-d]pyrimidin-1-yl)-2,2-dimethyltetrahydrofuro[3,4-d][1,3]dioxol-4-yl)methoxy)benzyl)phosphonate